CC1=CC=C(OCCC2=CC3=C(C(=NO3)N3C(NC(CC3)=O)=O)C=C2)C=C1 1-(6-(4-methylphenoxyethyl)benzo[d]isoxazol-3-yl)dihydropyrimidine-2,4(1H,3H)-dione